O.[Mn].[Cu] copper-manganese water